(((9aR,10S)-10-(bis(4-fluorophenyl)methyl)-3,5-dioxo-3,5,8,9,9a,10-hexahydro-7H-pyrrolo[1',2':4,5]pyrazino[1,2-b]pyridazin-4-yl)oxy)methyl (tert-butoxycarbonyl)-L-valinate C(C)(C)(C)OC(=O)N[C@@H](C(C)C)C(=O)OCOC1=C2N(N=CC1=O)[C@H]([C@@H]1N(C2=O)CCC1)C(C1=CC=C(C=C1)F)C1=CC=C(C=C1)F